N1C(=NC=C1)C1=CC=C(C=C1)C1=NC=C2NC(N(C2=N1)C1=C(C=CC=C1)C(C)C)=O 2-(4-(1H-Imidazol-2-yl)phenyl)-9-(2-isopropylphenyl)-8-oxo-8,9-dihydro-7H-purine